tetrachlororuthenium(1-) Cl[Ru-](Cl)(Cl)Cl